ClC1=C(C=C(C=C1)NC1=C2CCN(CC2=CC=C1)C(CS(=O)(=O)C)=O)C=1NC(=CN1)C1=CC=CC=C1 1-(5-{[4-chloro-3-(5-phenyl-1H-imidazol-2-yl)phenyl]amino}-1,2,3,4-tetrahydroisoquinolin-2-yl)-2-methanesulfonyl-ethan-1-one